2-chloro-5-(tetramethyl-1,3,2-dioxaborolan-2-yl)benzaldehyde ClC1=C(C=O)C=C(C=C1)B1OC(C(O1)(C)C)(C)C